COC1=NC(=CC=C1N1C(O[C@]2(C1)C[C@@](CCC2)(C)CN2C=NC1=C2C=C(C=C1)C#N)=O)OC 1-({(5S,7S)-3-[2,6-bis(methyloxy)-3-pyridinyl]-7-methyl-2-oxo-1-oxa-3-azaspiro[4.5]dec-7-yl}methyl)-1H-benzimidazole-6-carbonitrile